3-(trimethoxysilyl)propylglutaric anhydride CO[Si](CCCC1C(=O)OC(CC1)=O)(OC)OC